2,3,5-triphenylpyrazinium C1(=CC=CC=C1)C1=[NH+]C=C(N=C1C1=CC=CC=C1)C1=CC=CC=C1